ClC1=C(N=C(NC1=O)C1=CC=NC=C1)N1CCNCC1 5-chloro-4-piperazin-1-yl-2-(4-pyridinyl)-1H-pyrimidin-6-one